COC1=CC=C(C=C1)N1N=CC=C1 1-(4-methoxyphenyl)pyrazole